isopropyl 4-[5-[2-(tert-butylsulfamoyl)-4-(2-pyridylmethyl carbamoylamino)phenyl]thiazol-2-yl]piperidine-1-carboxylate C(C)(C)(C)NS(=O)(=O)C1=C(C=CC(=C1)NC(NCC1=NC=CC=C1)=O)C1=CN=C(S1)C1CCN(CC1)C(=O)OC(C)C